METHYL (2S)-2-AMINO-3-(2-FORMYLPHENYL)PROPANOATE N[C@H](C(=O)OC)CC1=C(C=CC=C1)C=O